C1(=CC=CC=C1)C1N(CCC2=CC=C(C=C12)OC)C 1-phenyl-2-methyl-7-methoxy-1,2,3,4-tetrahydroisoquinoline